CC(CCC=1N=C(NC1)C1COC2=CC=C(C=C2C1)ON1C(CCC2=CC=CN=C12)=O)(C)C [3-[4-(3,3-dimethylbutyl)-1H-imidazol-2-yl]chroman-6-yl]oxy-3,4-dihydro-1H-1,8-naphthyridin-2-one